4-Chloro-2-(trifluoromethoxy)benzoyl-hydrazine ClC1=CC(=C(C(=O)NN)C=C1)OC(F)(F)F